N-(4-(2-(8-ethoxyoctyl)hydrazine-1-carbonyl)benzyl)benzamide C(C)OCCCCCCCCNNC(=O)C1=CC=C(CNC(C2=CC=CC=C2)=O)C=C1